1-diethylamino-disiloxane C(C)N([SiH2]O[SiH3])CC